C(C)SC1=NN=C2N1C1=C(C=CC=C1C(N2C(C(C([2H])([2H])[2H])([2H])[2H])([2H])[2H])=O)F 1-(ethylthio)-9-fluoro-4-(propyl-d7)-[1,2,4]triazolo[4,3-a]quinazolin-5(4H)-one